ClC=1C(=NC(=NC1)NC=1C=NN(C1)C1CCN(CC1)C1COC1)N1C=C(C2=CC(=CC=C12)[N+](=O)[O-])C 5-chloro-4-(3-methyl-5-nitro-indol-1-yl)-N-[1-[1-(oxetan-3-yl)-4-piperidinyl]pyrazol-4-yl]pyrimidin-2-amine